Methyl 3-amino-4-((4-(2-(6,7-dimethoxy-3,4-dihydroisoquinolin-2(1H)-yl)ethyl)phenyl)carbamoyl)benzoate NC=1C=C(C(=O)OC)C=CC1C(NC1=CC=C(C=C1)CCN1CC2=CC(=C(C=C2CC1)OC)OC)=O